CC1(C2C=CC(C1)O2)C(=O)O 2-methyl-7-oxabicyclo[2.2.1]-5-heptene-2-carboxylic acid